1-(chloromethyl)-2-((3-ethynylbenzyl)oxy)naphthalene ClCC1=C(C=CC2=CC=CC=C12)OCC1=CC(=CC=C1)C#C